N-(3-cyano-5-(4,4-difluoropiperidin-1-yl)-4-methylphenyl)-4-((2-hydroxyethyl)sulfonylamino)-2-(6-azaspiro[2.5]oct-6-yl)benzamide C(#N)C=1C=C(C=C(C1C)N1CCC(CC1)(F)F)NC(C1=C(C=C(C=C1)NS(=O)(=O)CCO)N1CCC2(CC2)CC1)=O